2-(4-(5-amino-1-(1-(but-2-ynyl)pyrrolidin-3-yl)imidazo[1,5-c]pyrimidin-3-yl)-2-fluorophenoxy)isonicotinic acid NC1=NC=CC=2N1C(=NC2C2CN(CC2)CC#CC)C2=CC(=C(OC=1C=C(C(=O)O)C=CN1)C=C2)F